1-(3-(3,5-difluoro-4-((6S,7S)-7-isobutyl-8-methyl-6,7,8,9-tetrahydro-3H-pyrazolo[3,4-h]isoquinolin-6-yl)phenoxy)azetidin-1-yl)butan-1-one FC=1C=C(OC2CN(C2)C(CCC)=O)C=C(C1[C@H]1[C@@H](N(CC=2C3=C(C=CC12)NN=C3)C)CC(C)C)F